(12R)- and (12S)-N-(2,4-difluorobenzyl)-7-hydroxy-6,8-dioxo-6,8,13,14-tetrahydro-12H-5,12-methanobenzo[e]pyrido[1,2-a][1,4]diazonine-9-carboxamide FC1=C(CNC(=O)C=2C(C(=C3N([C@@H]4CCC5=C(N(C3=O)C4)C=CC=C5)C2)O)=O)C=CC(=C1)F |r|